Cl.C(CCCCCCC)S octanethiol hydrochloride